C1(CCCCC1)NC1=C2C(=NC(=N1)NC1=C(C=C(C=C1)N1CCOCC1)OC)NN=C2C2=CC=C(C(=O)OC)C=C2 methyl 4-(4-(cyclohexylamino)-6-((2-methoxy-4-morpholinophenyl)amino)-1H-pyrazolo[3,4-d]pyrimidin-3-yl)benzoate